1,5-anhydro-2,3-dideoxy-3-(7,8-dimethyl-6-((6-(1-methyl-1H-pyrazol-3-yl)pyridin-3-yl)methyl)-4-oxo-1,2,3-benzotriazin-3(4H)-yl)-L-threo-pentitol CC1=C(C2=C(C(N(N=N2)[C@H]2CCOC[C@@H]2O)=O)C=C1CC=1C=NC(=CC1)C1=NN(C=C1)C)C